FC=1C=CC(=C2C3(NC(NC12)=O)CCCCC3)OCC3(CCC3)C(=O)O 1-[(8'-fluoro-2'-oxo-2',3'-dihydro-1'H-spiro[cyclohexane-1,4'-quinazolin]-5'-yl)oxymethyl]cyclobutanecarboxylic acid